C(C1=CC=CC=C1)OC1=C2C=CC(=NC2=C(N=C1C(=O)OC)C(=O)O)C1=CC=CC=C1 5-(benzyloxy)-6-(methoxycarbonyl)-2-phenyl-1,7-naphthyridine-8-carboxylic acid